CN(C1CC2(CN(C2)C(CC#N)=O)C1)C=1C2=C(N=CN1)NC=C2 3-(6-(methyl-(7H-pyrrolo[2,3-d]pyrimidin-4-yl)amino)-2-azaspiro[3.3]heptan-2-yl)-3-oxopropionitrile